ClC=1C=C(C=CC1)[C@@H]1N(C[C@H](N(C1)C(C(C)(C)C)=O)C)C(C(=O)N)=O 2-[(2S,5R)-2-(3-chlorophenyl)-4-(2,2-dimethylpropanoyl)-5-methyl-piperazin-1-yl]-2-oxo-acetamide